(6-bromo-[1,2,4]triazolo[4,3-a]pyridin-3-yl)(4-(3,5-difluoro-2-(trifluoromethyl)phenyl)piperidin-1-yl)methanone BrC=1C=CC=2N(C1)C(=NN2)C(=O)N2CCC(CC2)C2=C(C(=CC(=C2)F)F)C(F)(F)F